C12C(CC(CC1)O2)C#CC=2C(=CC(=NC2)Cl)F 5-((7-oxabicyclo[2.2.1]hept-2-yl)ethynyl)-2-chloro-4-fluoropyridine